C12(CC(C1)C2)N2C[C@H](NS(C1=C2C=C(C(=C1)O\C=C(\C(=O)O)/F)SC)(=O)=O)CCCC (R,Z)-3-((5-(bicyclo[1.1.1]pentan-1-yl)-3-butyl-7-(methylthio)-1,1-dioxido-2,3,4,5-tetrahydrobenzo[f][1,2,5]thiadiazepin-8-yl)oxy)-2-fluoroacrylic acid